(E)-4-((4-((4-carbamoyl-2-methoxy-6-nitrophenyl)amino)but-2-en-1-yl)amino)-2-methyl-5-nitrobenzofuran-7-formamide C(N)(=O)C1=CC(=C(C(=C1)[N+](=O)[O-])NC/C=C/CNC1=C(C=C(C2=C1C=C(O2)C)C(=O)N)[N+](=O)[O-])OC